OC=1C=CC(=C(C1)N1CC=2N=C(N=C(C2CC1)N1CCN(CC1)C(C=C)=O)OCCCN1CCOCC1)SC(F)(F)F 1-(4-(7-(5-hydroxy-2-((trifluoromethyl)thio)phenyl)-2-(3-morpholinopropoxy)-5,6,7,8-tetrahydropyrido[3,4-d]pyrimidin-4-yl)piperazin-1-yl)prop-2-en-1-one